4-(4-Butoxy)phenyl-3-buten-1-ol CCCCOC1=CC=C(C=C1)C(CC=C)O